C[Si](Br)(Br)Br methyl-tribromosilane